4,4'-(chloromethylene)bis(chlorobenzene) C1=CC(=CC=C1C(C2=CC=C(C=C2)Cl)Cl)Cl